3-(acryloyloxy)propyltriethoxysilane C(C=C)(=O)OCCC[Si](OCC)(OCC)OCC